N-(4-cyanobicyclo[2.2.2]octan-1-yl)-4-fluoro-2-[(3,3,3-trifluoropropyl)sulfonamido]benzamide C(#N)C12CCC(CC1)(CC2)NC(C2=C(C=C(C=C2)F)NS(=O)(=O)CCC(F)(F)F)=O